[C@H]1([C@H](O)[C@@H](O)[C@H](O)[C@H](O1)CO)C1=C(C=2C(C(=C(OC2C=C1O)C1=CC(O)=C(O)C=C1)O)=O)O α-glucosylquercetin